C(#N)C=1C=C2CC[C@@H](C2=CC1)NC(=O)C1=CC2=C(N=C(S2)N2CCNCC2)C=C1 (S)-N-(5-cyano-2,3-dihydro-1H-inden-1-yl)-2-(piperazin-1-yl)benzo[d]thiazole-6-carboxamide